tert-butyl 4-(4-chloro-1-methyl-6-oxo-2-(trifluoromethyl)-1,6-dihydrochromeno[7,8-d]imidazol-8-yl)piperidine-1-carboxylate ClC1=CC=2C(C=C(OC2C2=C1N=C(N2C)C(F)(F)F)C2CCN(CC2)C(=O)OC(C)(C)C)=O